CC(CP(O)(O)=O)(C)NC(C=C)=O [2-methyl-2-[(1-oxo-2-propenyl)amino]propyl]-phosphonic acid